OC1=C(C=C(C=C1)C)N1N=C2C(=N1)C=CC=C2 2-(2'-hydroxy-5'-methyl-phenyl)-benzotriazol